1-(bicyclo[1.1.1]pentan-1-yl)-6-cyclopropyl-N-(1-(3,4,5-trimethoxyphenyl)-1H-imidazol-4-yl)-1H-pyrazolo[3,4-d]pyrimidin-4-amine C12(CC(C1)C2)N2N=CC=1C2=NC(=NC1NC=1N=CN(C1)C1=CC(=C(C(=C1)OC)OC)OC)C1CC1